FC1=C(C=C(C(=C1)F)F)[C@@H]1CN2[C@H](CO1)CN(CC2)C(=O)C2=C(C(=CC=C2)OC)Cl [(3R,9aS)-3-(2,4,5-trifluorophenyl)-3,4,6,7,9,9a-hexahydro-1H-pyrazino[2,1-c][1,4]oxazin-8-yl]-(2-chloro-3-methoxy-phenyl)methanone